ClC1=CC=C(C(=C1/C=C/C=1C=C(C#N)C=CC1)C=1C(N(N=C(C1O)C)C)=O)F 3-[(E)-2-[6-chloro-3-fluoro-2-(5-hydroxy-2,6-dimethyl-3-oxo-pyridazin-4-yl)phenyl]vinyl]benzonitrile